C(CCC)C1=NC2=C3N=CC=CC3=CC=C2C=C1 2-n-butyl-1,10-phenanthroline